OC[C@H](C(=O)N[C@@H](CCO[C@@H]1C[C@@H](C1)CCC1=NC=2NCCCC2C=C1)C(=O)O)C1=CC=CC=C1 N-((R)-3-hydroxy-2-phenylpropionyl)-O-(cis-3-(2-(5,6,7,8-tetrahydro-1,8-naphthyridin-2-yl)ethyl)cyclobutyl)homoserine